ClC=1N=C(NC1C=1[C@H](CN(CC1)S(=O)(=O)NC[C@H](C)O)C)C1=NC=C(C=C1)F (3R)-4-[4-Chloro-2-(5-fluoro-2-pyridyl)-1H-imidazol-5-yl]-N-[(2S)-2-hydroxypropyl]-3-methyl-3,6-dihydro-2H-pyridine-1-sulfonamide